FC=1C(=CC2=C(C1)C1(CC1)CO2)NC2=NC=1N(C(=C2)NC)N=CC1C(=O)N 5-((5-fluoro-2H-spiro[benzofuran-3,1'-cyclopropan]-6-yl)amino)-7-(methylamino)pyrazolo[1,5-a]pyrimidine-3-carboxamide